3-(difluoromethoxy)-N'-hydroxy-benzamidine FC(OC=1C=C(C(=NO)N)C=CC1)F